(2-((3-chloro-2-fluorobenzyl)amino)-2-oxoethyl)-5-cyano-1H-indazole-3-carboxamide ClC=1C(=C(CNC(CN2N=C(C3=CC(=CC=C23)C#N)C(=O)N)=O)C=CC1)F